C1(=CC=C(C=C1)C(=C)C1=CC=CC=C1)C 2-(1-(p-tolyl)vinyl)benzene